3-(2-cyclopropylphenyl)-5-(4-(5-methyl-3-(trifluoromethyl)-1H-pyrazol-1-yl)benzyl)pyrrole C1(CC1)C1=C(C=CC=C1)C1=CNC(=C1)CC1=CC=C(C=C1)N1N=C(C=C1C)C(F)(F)F